6-[(2S,5R)-5-methyl-2-piperidyl]-1H-indazole C[C@@H]1CC[C@H](NC1)C1=CC=C2C=NNC2=C1